C(C1=CC=CC=C1)N(CC(CO)(F)F)CC1=CC=CC=C1 3-(dibenzylamino)-2,2-difluoropropan-1-ol